ClC1=CC(=CC(=N1)C1(CC1)NC(C[C@@](C)(O)C1=C(C=C(C=C1)F)F)=O)OCC(F)(F)F (R)-N-(1-(6-chloro-4-(2,2,2-trifluoroethoxy)pyridin-2-yl)cyclopropyl)-3-(2,4-difluorophenyl)-3-hydroxybutanamide